4-chloro-1-((5-(trifluoromethyl)thiophen-2-yl)methyl)-1H-indazole-7-carboxylic acid ClC1=C2C=NN(C2=C(C=C1)C(=O)O)CC=1SC(=CC1)C(F)(F)F